BrC1=C(C=C2C=NN(C2=C1)CC1CCN(CC1)C(=O)OC(C)(C)C)F tert-butyl 4-[(6-bromo-5-fluoroindazol-1-yl)methyl]piperidine-1-carboxylate